2-((4-cyano-2-((2-fluoro-4-iodophenyl)amino)benzamido)oxy)propionic acid C(#N)C1=CC(=C(C(=O)NOC(C(=O)O)C)C=C1)NC1=C(C=C(C=C1)I)F